OC1=C(C=C(C=C1)CCC(=O)C1=CC=C(C=C1)O)OC 3-(4-hydroxy-3-methoxyphenyl)-1-(4-hydroxyphenyl)-1-propanone